COC=1C(=C(C=CC1)[C@@H]1N(CC[C@@H]1N1CCOCC1)C(=O)OC(C)(C)C)C tert-butyl (2S,3S)-2-(3-methoxy-2-methyl-phenyl)-3-morpholino-pyrrolidine-1-carboxylate